4-(trifluoromethyl)-coumarin FC(C1=CC(OC2=CC=CC=C12)=O)(F)F